(R)-3-amino-N-nitrosopiperidine trifluoroacetate FC(C(=O)O)(F)F.N[C@H]1CN(CCC1)N=O